7-cyano-2-ethyl-N-[(4-fluorophenyl)-methyl]-4-methyl-quinoline-3-carboxylic acid amide C(#N)C1=CC=C2C(=C(C(=NC2=C1)CC)C(=O)NCC1=CC=C(C=C1)F)C